BrC=1C=NN2C1N=C(N=C2NCC2=CC=C(C=C2)C2=NC=CC=C2)NC[C@H]2N(CCC2)C(=O)OC(C)(C)C (S)-tert-butyl 2-(((8-bromo-4-((4-(pyridin-2-yl)benzyl)amino)pyrazolo[1,5-a][1,3,5]triazin-2-yl)amino)methyl)pyrrolidine-1-carboxylate